(S)-(-)-2,2'-Bis(diphenylphosphino)-5,5',6,6',7,7',8,8'-octahydro-1,1'-bi-naphthyl C1(=CC=CC=C1)P(C1=C(C=2CCCCC2C=C1)C1=C(C=CC=2CCCCC12)P(C1=CC=CC=C1)C1=CC=CC=C1)C1=CC=CC=C1